(R)-N-ethyl-5-fluoro-N-isopropyl-2-((5-(2-(6-((2-methoxyethyl)amino)-2-methylhexan-3-yl)-2,6-diazaspiro[3.4]octan-6-yl)-1,2,4-triazin-6-yl)oxy)benzamide C(C)N(C(C1=C(C=CC(=C1)F)OC1=C(N=CN=N1)N1CC2(CN(C2)[C@@H](C(C)C)CCCNCCOC)CC1)=O)C(C)C